C1CC2=C1C=CC=C2 1,2-dihydrocyclobutabenzene